FC=1C=CC=2C(=C(C=C3C(=NN(C23)C2=CC=CC=C2)OC)OC)C1 7-fluoro-3,5-dimethoxy-1-phenyl-1H-benzo[g]indazole